Sodium (2S,5R)-2-((2-acetamidoethoxy) (imino) methyl)-7-oxo-1,6-diazabicyclo[3.2.1]octan-6-yl sulfate S(=O)(=O)(ON1[C@@H]2CC[C@H](N(C1=O)C2)C(=N)OCCNC(C)=O)[O-].[Na+]